(3R,5R)-5-(3-(1-(2-(trifluoromethoxy)ethyl)-1H-pyrazole-4-carboxamido)-1H-pyrazol-5-yl)tetrahydrofuran-3-yl (1-methylcyclopropyl)carbamate CC1(CC1)NC(O[C@H]1CO[C@H](C1)C1=CC(=NN1)NC(=O)C=1C=NN(C1)CCOC(F)(F)F)=O